ClC=1C=C(C=O)C=CC1C=1C=C2C=CNC2=CC1 3-chloro-4-(1H-indol-5-yl)benzaldehyde